BrC1=C(OCC2=CC=C(C=C2)C(C(=O)N)CCCCN(C)C)C=CC=C1 (4-((2-bromophenoxy)methyl)phenyl)-6-(dimethylamino)hexanamide